3,3',3''-(benzene-1,3,5-triyl)tripyrene C1(=CC(=CC(=C1)C=1C=CC2=CC=C3C=CC=C4C=CC1C2=C43)C=4C=CC3=CC=C2C=CC=C1C=CC4C3=C12)C=1C=CC2=CC=C3C=CC=C4C=CC1C2=C43